4-[5-(2-aminoethyl)pyridin-2-yl]-3-[(5-morpholin-4-yl-1,3,4-thiadiazol-2-yl)oxy]benzonitrile NCCC=1C=CC(=NC1)C1=C(C=C(C#N)C=C1)OC=1SC(=NN1)N1CCOCC1